BrC=1C=C2C=CC(=CC2=CC1)C(=O)NCCN1CCN(CC1)CC1=CC(=C(C=C1)Cl)Cl 6-bromo-N-(2-(4-(3,4-dichlorobenzyl)piperazin-1-yl)ethyl)-2-naphthamide